CC(=O)C1=CC(=C(C=C1F)F)F 2,4,5-trifluoroacetophenone